C(CCC)OC=1C=C2C[C@H](C(=CC2=CC1)CN1CC(C1)C(=O)O)C 1-[((3R)-6-butoxy-3-methyl-3,4-dihydronaphthalen-2-yl)methyl]Azetidine-3-carboxylic acid